CSC=1C=CC2=C(C(=NNC2=O)C(C)C)N1 2-methylsulfanyl-5-oxo-8-prop-2-ylpyrido[2,3-d]pyridazine